(1S,2R,4S)-4-cyclopropyl-2-(hydroxymethyl)-2-(methoxymethyl)quinuclidin-3-one (E)-5-bromo-3-((1-hydroxy-2-methylprop-ylimino)methyl)-2-(isobutyryloxy)phenyl-4-methylbenzoate BrC=1C=C(C(=C(C1)OC(C1=CC=C(C=C1)C)=O)OC(C(C)C)=O)/C=N/C(C(C)C)O.C1(CC1)C12C([C@](N(CC1)CC2)(COC)CO)=O